ClC1=C(C2=C(C=N1)C(=NN2C2CC2)C2[C@H]1CN(C[C@@H]21)C(=O)OC(C)(C)C)F tert-butyl (1R,5S,6r)-6-(6-chloro-1-cyclopropyl-7-fluoro-1H-pyrazolo[4,3-c]pyridin-3-yl)-3-azabicyclo[3.1.0]hexane-3-carboxylate